4-chloro-2,2-dimethylbutyrylchloride ClCCC(C(=O)Cl)(C)C